(S)-1-(2-cyclobutylideneethyl)-N-(1-cyclohexyl-2-((6-(3,5-dimethyl-1H-pyrazol-4-yl)-5-fluoropyridin-3-yl)amino)-2-oxoethyl)-1H-pyrazole-5-carboxamide C1(CCC1)=CCN1N=CC=C1C(=O)N[C@H](C(=O)NC=1C=NC(=C(C1)F)C=1C(=NNC1C)C)C1CCCCC1